(2,2-difluorocyclopropyl)methyl N-[4-chloro-2-[[(1S)-3-(methylamino)-1-[[(3S,5R)-5-methyl-2-oxo-pyrrolidin-3-yl]methyl]-2,3-dioxo-propyl]carbamoyl]phenyl]carbamate ClC1=CC(=C(C=C1)NC(OCC1C(C1)(F)F)=O)C(N[C@H](C(C(=O)NC)=O)C[C@H]1C(N[C@@H](C1)C)=O)=O